N,N'-{(7-benzyl-1,4,7-triazonane-1,4-diyl)bis[methylene(2-hydroxy-5-methyl-3,1-phenylene)]}bis[3-hydroxy-2-(hydroxymethyl)propanamide] C(C1=CC=CC=C1)N1CCN(CCN(CC1)CC=1C(=C(C=C(C1)C)NC(C(CO)CO)=O)O)CC=1C(=C(C=C(C1)C)NC(C(CO)CO)=O)O